tert-butyl 3-(6-chloro-4-(1-methyl-1H-pyrazol-3-yl)pyridin-3-yl)pyrrolidine-1-carboxylate ClC1=CC(=C(C=N1)C1CN(CC1)C(=O)OC(C)(C)C)C1=NN(C=C1)C